C1(=CC=CC=C1)C1=NC(=CC(=N1)C=1C=C(C=C(C1)N1C2=CC=C(C=C2C=2C=C(C=CC12)N1C2=C(C3=CC=CC=C13)C=CC=N2)N2C1=C(C3=CC=CC=C23)C=CC=N1)N1C2=CC=C(C=C2C=2C=C(C=CC12)N1C2=C(C3=CC=CC=C13)C=CC=N2)N2C1=C(C3=CC=CC=C23)C=CC=N1)C1=CC=CC=C1 9,9',9'',9'''-((5-(2,6-diphenylpyrimidin-4-yl)-1,3-phenylene)bis(9H-carbazole-9,3,6-triyl))tetrakis(9H-pyrido[2,3-b]indole)